C(NC(C=C)=O)NC(C=C)=O.P(O)(O)=O phosphonic acid-N,N'-methylenebisacrylamide